BrC1=NC(=CC(=C1)C(=O)OC(C)(C)C)OC tert-Butyl 2-bromo-6-methoxy-pyridine-4-carboxylate